C1(CC1)[C@@H](CC(=O)NC[C@H](CC=1C=C2CC(NC2=CC1)=O)N(C)C)C1=CC=CC=C1 (R)-3-cyclopropyl-N-((S)-2-(dimethylamino)-3-(2-oxoindolin-5-yl)propyl)-3-phenylpropanamide